3-[(3R)-1-acetylpyrrolidin-3-yl]-1-(2-{[4-(4-methylpiperazin-1-yl)phenyl]amino}-5-[2-(triisopropylsilyl)ethynyl]pyrido[2,3-d]pyrimidin-7-yl)urea C(C)(=O)N1C[C@@H](CC1)NC(NC=1C=C(C2=C(N=C(N=C2)NC2=CC=C(C=C2)N2CCN(CC2)C)N1)C#C[Si](C(C)C)(C(C)C)C(C)C)=O